FC1=C(C(=CC=C1)OC)C1=CC(=NC=C1C(=O)NC=1SC(=NN1)OCC1=NC=C(C=C1)[S@@](=O)(=N)C)C 4-(2-fluoro-6-methoxyphenyl)-6-methyl-N-(5-((5-((R)-S-methylsulfonimidoyl)pyridin-2-yl)methoxy)-1,3,4-thiadiazol-2-yl)nicotinamide